2,5-dimethylhex-2-ene CC(C)=CCC(C)C